2-(methylamino)-N-(2-oxo-1-(tetrahydro-2H-pyran-4-yl)-1,2-dihydropyridin-4-yl)acetamide CNCC(=O)NC1=CC(N(C=C1)C1CCOCC1)=O